Cl.FC(C1=NC=CC(=C1)N1C[C@@H](CC1)C(=O)N1CC=2C(=C3CNCCC3=C(N2)C)C1)F [1-(2-Difluoromethyl-pyridin-4-yl)-pyrrolidin-3(R)-yl]-(5-methyl-1,3,6,7,8,9-hexahydro-2,4,8-triaza-cyclopenta[a]naphthalen-2-yl)-methanone hydrochloride